2-({1-[2-(3-amino-1-methylindazol-5-yl)-7-methyl-4-oxopyrido[1,2-a]pyrimidin-9-yl]ethyl}amino)benzoic acid NC1=NN(C2=CC=C(C=C12)C=1N=C2N(C(C1)=O)C=C(C=C2C(C)NC2=C(C(=O)O)C=CC=C2)C)C